2-butenyl-(methyl)phosphinic acid 1,1-dimethyl-2-propynyl ester CC(C#C)(C)OP(=O)(C)CC=CC